OC(=C)C=CCC 2-hydroxyhexadien